(S)-5-bromo-3-chloro-N1-(oxetan-2-ylmethyl)benzene-1,2-diamine BrC1=CC(=C(C(=C1)NC[C@H]1OCC1)N)Cl